(S)-3-(1-aminoethyl)-2-(1H-pyrazol-4-yl)-2H-pyrido[4,3-e][1,2]Thiazine-1,1-dioxide N[C@@H](C)C=1N(S(C2=C(C1)C=CN=C2)(=O)=O)C=2C=NNC2